COC(=O)C1CCN(CC1)C1=NC=C(C(=N1)C=1OC=CN1)F 1-(5-fluoro-4-oxazol-2-yl-pyrimidin-2-yl)piperidine-4-carboxylic acid methyl ester